FC1=C(C(=O)NCC2CCC(CC2)N2N=C3C=C(C=CC3=C2)C=2C=NC=NC2)C=C(C(=C1F)O)F 2,3,5-trifluoro-4-hydroxy-N-({(1r,4r)-4-[6-(pyrimidin-5-yl)-2H-indazol-2-yl]cyclohexyl}methyl)benzamide